CN1N=C(C(=C1C)C1=CSC2=C1N=C(N=C2N2[C@@H](COCC2)C)C2=C1C(=NC=C2)NC=C1)C(F)(F)F (R)-4-(7-(1,5-dimethyl-3-(trifluoromethyl)-1H-pyrazol-4-yl)-2-(1H-pyrrolo[2,3-b]pyridin-4-yl)thieno[3,2-d]pyrimidin-4-yl)-3-methylmorpholine